CN1C=NC=C1CCN 2-(1-methylimidazol-5-yl)ethylamine